C(C)C1=CC=C(OC=2N=CC(=NC2)C2(C(NC(NC2=O)=O)=O)N2CCC3(CN(C3)CCO)CC2)C=C1 5-[5-(4-ethylphenoxy)pyrazin-2-yl]-5-[2-(2-hydroxyethyl)-2,7-diazaspiro[3.5]nonan-7-yl]hexahydropyrimidine-2,4,6-trione